(S)-N-(7-(2-chloro-5-fluorophenyl)-3-(ethyl-d5)-2,9-dioxo-2,3,4,7,8,9-hexahydro-1H-pyrrolo[3,4-h]quinazolin-6-yl)-3-fluoro-5-(trifluoromethyl)benzamide ClC1=C(C=C(C=C1)F)[C@H]1NC(C=2C1=C(C=C1CN(C(NC21)=O)C(C([2H])([2H])[2H])([2H])[2H])NC(C2=CC(=CC(=C2)C(F)(F)F)F)=O)=O